1-C-[4-chloro-3-[[4-[[(3S)-tetrahydro-3-furyl]oxy]phenyl]methyl]phenyl]-D-glucose carbon [C].ClC1=C(C=C(C=C1)C(=O)[C@H](O)[C@@H](O)[C@H](O)[C@H](O)CO)CC1=CC=C(C=C1)O[C@@H]1COCC1